N-(2-((1r,4r)-4-(hydroxymethyl)cyclohexyl)-6-methoxy-2H-indazol-5-yl)picolinamide OCC1CCC(CC1)N1N=C2C=C(C(=CC2=C1)NC(C1=NC=CC=C1)=O)OC